OCC([N+](=O)[O-])(CO)CO tris(hydroxymethyl)-nitromethane